C1(=CC=CC=C1)OP(=O)(OC1=CC=CC=C1)O.O1COCOC1 trioxane diphenylphosphate